(R)-2-((tert-butoxycarbonyl)amino)-3-(3-iodo-4-(methoxymethoxy)phenyl)propionic acid C(C)(C)(C)OC(=O)N[C@@H](C(=O)O)CC1=CC(=C(C=C1)OCOC)I